C(C)OC(=O)C1=C(N=C(S1)NC1=NC(=CC(=N1)C1=CC=C(C=C1)C(=O)OC)N1CCC(CC1)O)C 2-[4-(4-(methoxycarbonyl)phenyl)-6-(4-hydroxypiperidin-1-yl)pyrimidin-2-ylamino]-4-methylthiazole-5-carboxylic acid ethyl ester